ClC1=CC=C(C=C1)[C@@]1(N(C(C2=CC(=CC(=C12)F)C(CN1CCN(CC1)C)(C)O)=O)CC1=NC=C(C=C1)Cl)OCC1(CC1)O (3R)-3-(4-chlorophenyl)-2-[(5-chloropyridin-2-yl)methyl]-4-fluoro-6-[2-hydroxy-1-(4-methylpiperazin-1-yl)propan-2-yl]-3-[(1-hydroxycyclopropyl)methoxy]-2,3-dihydro-1H-isoindol-1-one